C1(=CC=CC=C1)CC1=C(C=CC=C1)O 2-(phenylmethyl)phenol